5-cyclobutyl-2-mercapto-1H-pyrimidin-6-one C1(CCC1)C1=CN=C(NC1=O)S